C[C@]12CC(C[C@](CCC1)(N2)C)N(C2=CC=C(N=N2)C=2C=C1C=CC(=NC1=CC2O)C(=O)NC)C 6-(6-(((1R,3s,5S)-1,5-dimethyl-9-azabicyclo[3.3.1]nonan-3-yl)(methyl)amino)pyridazin-3-yl)-7-hydroxy-N-methylquinoline-2-carboxamide